S1N(CCC1)C1CNCO1 5-isothiazolidinyl-Oxazolidine